COC1=NN=CC2=C(C=CC=C12)N1N=CC(=C1C(F)(F)F)C(=O)NC1=CC(=NC=C1)C(F)(F)F (1-methoxyphthalazin-5-yl)-5-(trifluoromethyl)-N-(2-(trifluoromethyl)pyridin-4-yl)-1H-pyrazole-4-carboxamide